C(CCCCCCCCCCC)NCCC(=O)O β-laurylaminopropionic acid